(E)-2,3-difluoro-N-(2-methoxy-5-(4-(4-(4-oxopent-2-enoyl)piperazin-1-yl)pyrido[3,2-d]pyrimidin-6-yl)pyridin-3-yl)benzenesulfonamide FC1=C(C=CC=C1F)S(=O)(=O)NC=1C(=NC=C(C1)C=1C=CC=2N=CN=C(C2N1)N1CCN(CC1)C(\C=C\C(C)=O)=O)OC